2-chloro-5-phenyl-5H-pyrimido[5',4':5,6]pyrano[2,3-d]pyrimidine-4-ol ClC=1N=C(C=2C(C=3C(=NC=NC3)OC2N1)C1=CC=CC=C1)O